Diglycolic acid dihydrazide C(COCC(=O)NN)(=O)NN